CN1C(N(C2=C1C=C(C=C2)N2CCN(CC2)C=2C=NC(=CC2)[N+](=O)[O-])N2C(CCCC2=O)=O)=O (3-methyl-5-(4-(6-nitropyridin-3-yl)piperazin-1-yl)-2-oxo-2,3-dihydro-1H-benzo[d]imidazol-1-yl)piperidine-2,6-dione